platinum nonoxide [Pt](=O)(=O)(=O)(=O)(=O)(=O)(=O)(=O)=O